dimethylanilinium tetrakis-(pentafluorophenyl)borate FC1=C(C(=C(C(=C1[B-](C1=C(C(=C(C(=C1F)F)F)F)F)(C1=C(C(=C(C(=C1F)F)F)F)F)C1=C(C(=C(C(=C1F)F)F)F)F)F)F)F)F.C[NH+](C1=CC=CC=C1)C